NC=1C=C(C=2C=CC3=C(C=C(C=4C=CC1C2C43)S(=O)(=O)O)S(=O)(=O)O)S(=O)(=O)O 3-Aminopyrene-1,6,8-trisulfonic acid